4-methyl-5-thiazoleethanol acetate C(C)(=O)OCCC1=C(N=CS1)C